3-diethylamino-3-(dimethylsiloxy)-1,1,5,5-tetramethyltrisiloxane C(C)N([Si](O[SiH](C)C)(O[SiH](C)C)O[SiH](C)C)CC